NCCCN(CCCCCCCC(=O)OC(CCCCCCCC)CCCCCCCC)CCCCCCCC(=O)OCCCCCCCCC heptadecan-9-yl 8-((3-aminopropyl)(8-(nonyloxy)-8-oxooctyl)amino)octanoate